2-(Naphthalen-1-ylmethyl)hexahydro-2H-pyrazino[1,2-a]pyrazine-6,9-dione C1(=CC=CC2=CC=CC=C12)CN1CC2N(CC1)C(CNC2=O)=O